5-amino-8-fluoro-1-methyl-3-(2-(trifluoromethyl)benzyl)quinazoline-2,4(1H,3H)-dione NC1=C2C(N(C(N(C2=C(C=C1)F)C)=O)CC1=C(C=CC=C1)C(F)(F)F)=O